Cl.Cl.Cl.CN1CCN(CC1)C[C@H]1NCC2=CC=CC=C2C1 (3S)-3-[(4-methylpiperazin-1-yl)methyl]-1,2,3,4-tetrahydroisoquinoline trihydrochloride